C[Si](C=1C(=CC=CC1)S(=O)(=O)O)(C)C 3-trimethylsilyl-2-benzenesulphonic acid